CN1CCN(CC1)C1=NC=C(C=N1)B(O)O (2-(4-methylpiperazin-1-yl)pyrimidin-5-yl)boronic acid